C1=C2N=CN=C3C2=C(C=CC2=C4C=CC(=CN32)N4)N=C1 3,10a,11,13,14-pentaaza-6,9-methanonaphtho[1,8-ab]heptalene